FC1=C(CN2C=3N(C4=C(C2=O)CN(CC4)CC4=CC(=CC=C4)Cl)CCCN3)C=CC(=C1)F 6-(2,4-Difluorobenzyl)-3-(3-chlorobenzyl)-1,2,3,4,6,8,9,10-octahydro-5H-pyrido[3,4-e]pyrimido[1,2-a]pyrimidin-5-one